1-[2-(5-Methyl-3-methylsulfonyl-pyrazol-1-yl)-6-[5-[(6-methylpyridazin-3-yl)amino]benzimidazol-1-yl]-3-pyridinyl]ethanol CC1=CC(=NN1C1=NC(=CC=C1C(C)O)N1C=NC2=C1C=CC(=C2)NC=2N=NC(=CC2)C)S(=O)(=O)C